CN1C=NC=C1C1BOOC1 1-methyl-5-(4,5-dioxaborolan-2-yl)-1H-imidazole